4-[3-[2,2-difluoroethyl-(7-fluoro-1-methyl-[1,2,4]triazolo[4,3-a]quinazolin-5-yl)amino]-5-fluoro-phenyl]-2,2-dimethyl-but-3-ynenitrile FC(CN(C=1C=C(C=C(C1)F)C#CC(C#N)(C)C)C1=NC=2N(C3=CC=C(C=C13)F)C(=NN2)C)F